COC1(CCC1)N1C=2C(=NC(=NC2N(CC1=O)C)NCC=1C=NN(C1)CC1=CC(=NN1C)C(F)(F)F)C (1-methoxycyclobutyl)-4,8-dimethyl-2-(((1-((1-methyl-3-(trifluoromethyl)-1H-pyrazol-5-yl)methyl)-1H-pyrazol-4-yl)methyl)amino)-7,8-dihydropteridin-6(5H)-one